4-amino-2,6-dihydroxybenzoic acid NC1=CC(=C(C(=O)O)C(=C1)O)O